3-(((7-(pyridin-4-yl)-2,3-dihydrofuro[3,2-c]pyridin-4-yl)amino)methyl)-N-(7-azaspiro[3.5]nonan-2-yl)benzamide N1=CC=C(C=C1)C=1C2=C(C(=NC1)NCC=1C=C(C(=O)NC3CC4(C3)CCNCC4)C=CC1)CCO2